BrC1=CN=C(S1)NC(CC(=O)OCC)=O ethyl 3-((5-bromothiazol-2-yl)amino)-3-oxopropanoate